BrC(C#N)C1=NC(=CC=C1)OC 2-bromo-2-(6-methoxypyridin-2-yl)acetonitrile